[2-fluoro-3-(thiazol-5-ylsulfamoylamino)phenyl]-[5-(2-methoxypyrimidin-5-yl)-1H-pyrrolo[2,3-b]pyridin-3-yl]methanone FC1=C(C=CC=C1NS(NC1=CN=CS1)(=O)=O)C(=O)C1=CNC2=NC=C(C=C21)C=2C=NC(=NC2)OC